FC1=CC2=C(C=C1N1C(CCC1)=O)OC(C1=C2C=NC(=C1)NC1=CC2=C(OC[C@H]3N2C([C@](C3)(C)O)=O)N=C1)C (6aS,8R)-2-((9-fluoro-5-methyl-8-(2-oxopyrrolidin-1-yl)-5H-chromeno[4,3-c]-pyridin-3-yl)amino)-8-hydroxy-8-methyl-6,6a,7,8-tetrahydro-9H-pyrido[2,3-b]pyrrolo[1,2-d][1,4]oxazin-9-one